(3R)-1-{2-[1-(Cyclopropylmethyl)-4-methyl-2-phenyl-1H-imidazol-5-yl]-1-methyl-1H-1,3-benzodiazole-5-carbonyl}piperidin-3-amine C1(CC1)CN1C(=NC(=C1C1=NC2=C(N1C)C=CC(=C2)C(=O)N2C[C@@H](CCC2)N)C)C2=CC=CC=C2